4-(furo[3,2-c]pyridin-4-yl)-N-{1-[5-(hydroxymethyl)oxazol-2-yl]piperidin-4-yl}benzamide O1C=CC=2C(=NC=CC21)C2=CC=C(C(=O)NC1CCN(CC1)C=1OC(=CN1)CO)C=C2